ClC=1C=C(C(=NC1)C(=O)N(C)OC)F 5-chloro-3-fluoro-N-methoxy-N-methylpicolinamide